N2,N4-bis(1H-indol-4-yl)-1,3,5-triazine-2,4-diamine N1C=CC2=C(C=CC=C12)NC1=NC=NC(=N1)NC1=C2C=CNC2=CC=C1